COC1=CC(=NC=C1)NC1=CC(=NC(=N1)C=1C=NC=CC1)N1CC2(C1)CCN(CC2)C(C)=O 1-(2-(6-((4-methoxypyridin-2-yl)amino)-2-(pyridin-3-yl)pyrimidin-4-yl)-2,7-diazaspiro[3.5]nonan-7-yl)ethan-1-one